C(C)N1C(=NC(=C1)C(F)(F)F)C1=C(C=C(C(=O)OC)C=C1)F methyl 4-[1-ethyl-4-(trifluoromethyl)imidazol-2-yl]-3-fluoro-benzoate